C1(CC1)C1=CC(=NN1)NC1=NC(=NC=C1)N(C1CCN(CC1)CC1=CC(=CC=C1)S(=O)(=O)C)C N4-(5-cyclopropyl-1H-pyrazol-3-yl)-N2-methyl-N2-(1-(3-(methylsulfonyl)benzyl)piperidin-4-yl)pyrimidine-2,4-diamine